BrC1=CC=C(C=C1)C1=C(C(=C(C(=C1F)F)C#N)F)F 4'-bromo-2,3,5,6-tetrafluoro-[1,1'-biphenyl]-4-carbonitrile